CCCCCCCC(CC)=O 8-decanal